C(=O)(O)CCCCCN1C(C(C2=CC(=CC=C12)S(=O)(=O)O)(C)C)=C/C=C/C=C/OS(=O)(=O)C=1C=C2C(C=[N+](C2=CC1)CCCCS(=O)(=O)O)(CCCCS(=O)(=O)O)C (1E,3E,15E)-5-[1-(5-carboxypentyl)-3,3-dimethyl-5-sulfo-1,3-dihydro-2H-indol-2-ylidene]penta-1,3-dienyl-3-methyl-1,3-bis(4-sulfobutyl)-3H-indolium-5-sulfonate